2-[2-[(11S)-2-hydroxy-1-methyl-ethyl]pyrazolo[3,4-b]pyridin-6-yl]-3-methyl-5-(trifluoromethyl)phenol OCC(C)N1N=C2N=C(C=CC2=C1)C1=C(C=C(C=C1C)C(F)(F)F)O